methyl 3-(difluoromethyl)-6-fluoro-2-[(2R,5R,7R)-2-methyl-4-oxo-3,13,19-triazatetracyclo[11.5.2.05,7.016,20]icosa-1(19),14,16(20),17-tetraen-14-yl]-3H-indole-5-carboxylate FC(C1C(=NC2=CC(=C(C=C12)C(=O)OC)F)C=1N2CCCCC[C@@H]3C[C@H]3C(N[C@@H](C=3C=CC(C1)=C2N3)C)=O)F